COC=1C(=NC=C(N1)C(F)(F)F)C(=O)OC methyl 3-methoxy-5-(trifluoromethyl)pyrazine-2-carboxylate